4-[4-(6-hydroxyhexyloxy)benzoyl]cinnamic acid tert-butyl ester C(C)(C)(C)OC(C=CC1=CC=C(C=C1)C(C1=CC=C(C=C1)OCCCCCCO)=O)=O